(2,2',7,7'-tetrakis[N,N-bis(4-methoxyphenyl)amino])-9,9'-spirobifluorene COC1=CC=C(C=C1)N(C1=CC=C(C=C1)OC)C1=CC=2C3(C4=CC(=CC=C4C2C=C1)N(C1=CC=C(C=C1)OC)C1=CC=C(C=C1)OC)C1=CC(=CC=C1C=1C=CC(=CC13)N(C1=CC=C(C=C1)OC)C1=CC=C(C=C1)OC)N(C1=CC=C(C=C1)OC)C1=CC=C(C=C1)OC